Tert-butyl N-[(1R)-1-(5-fluoro-3-pyridyl)-3-hydroxy-propyl]-N-hydroxy-carbamate FC=1C=C(C=NC1)[C@@H](CCO)N(C(OC(C)(C)C)=O)O